Ethyl 4-[6-({5-[2-cyclopropyl-6-(trifluoromethyl)pyridin-4-yl]-7-({[1-(methoxymethyl)cyclobutyl]methyl}(methyl)amino)-1H-imidazo[4,5-b]pyridin-2-yl} carbamoyl)pyridin-3-yl]butanoate C1(CC1)C1=NC(=CC(=C1)C1=CC(=C2C(=N1)N=C(N2)NC(=O)C2=CC=C(C=N2)CCCC(=O)OCC)N(C)CC2(CCC2)COC)C(F)(F)F